Benzyl 5-((diethoxyphosphoryl)difluoromethyl)thieno[2,3-b]pyridine-2-carboxylate C(C)OP(=O)(OCC)C(C=1C=C2C(=NC1)SC(=C2)C(=O)OCC2=CC=CC=C2)(F)F